[NH+]1=CNC2=C1C=CC=C2 benz-imidazolium